N(=C=O)C(CC=CC(=O)[O-])(CC=CC(=O)[O-])C 2-isocyanato-2-methylpropan-1,3-diyldiacrylate